CC1=NC=C2N1C=C(C=C2)C2=NC(=NC(=N2)NC(C)C=2SC=C(N2)C(F)(F)F)N 6-(3-methylimidazo[1,5-a]pyridin-6-yl)-N2-(1-(4-(trifluoromethyl)thiazol-2-yl)ethyl)-1,3,5-triazine-2,4-diamine